P(=O)(OCN/1N=C(C(=C\C1=N/C(=O)C1CC1)NC1=NC=CC(=C1OC)C1=NN(N=C1)C)C(NC([2H])([2H])[2H])=O)(O)O (E)-(6-((cyclopropanecarbonyl)imino)-4-((3-methoxy-4-(2-methyl-2H-1,2,3-triazol-4-yl)pyridin-2-yl)amino)-3-((methyl-d3)carbamoyl)pyridazin-1(6H)-yl)methyl dihydrogen phosphate